O=CCC#N 3-oxopropionitrile